C(C)(=O)OCCC1(C(C2=C(C=C(C(=C2CC1)C)F)NC(C)=O)=O)Br 2-(8-acetamido-2-bromo-6-fluoro-5-methyl-1-oxo-1,2,3,4-tetrahydronaphthalen-2-yl)ethyl acetate